N-(5-(tert-butyl)isoxazol-3-yl)-1-(pyridin-4-ylmethyl)-1H-pyrrole-2-carboxamide C(C)(C)(C)C1=CC(=NO1)NC(=O)C=1N(C=CC1)CC1=CC=NC=C1